ClC1=NC(=CC(=C1)C(C)(C)NC(OCC1=CC=CC=C1)=O)OC1[C@@H]2CN(C[C@H]12)C(=O)C=1C(=NN(C1)C1=NC=CC=N1)C(F)F benzyl (2-(2-chloro-6-(((1R,5S,6s)-3-(3-(difluoromethyl)-1-(pyrimidin-2-yl)-1H-pyrazole-4-carbonyl)-3-azabicyclo[3.1.0]hexan-6-yl)oxy)pyridin-4-yl)propan-2-yl)carbamate